BrC1=CC=C2C(N(C(=NC2=C1)C)C1=CC=C(C=C1)O)=O 7-bromo-3-(4-hydroxyphenyl)-2-methylquinazolin-4(3H)-one